C1=C(C=CC2=CC=CC=C12)NC(N)=O 3-(2-naphthyl)urea